N-butyltrinaphthylurea C(CCC)N(C(=O)N(C1=CC=CC2=CC=CC=C12)C1=CC=CC2=CC=CC=C12)C1=CC=CC2=CC=CC=C12